C(=C)(C)C1=CC(=CC=C1)C(C)C 1-isopropenyl-3-isopropyl-benzene